Cl.CC1(OC2=C(O1)C=CC=C2C2CCNCC2)C=2C=CC(=C1C=COC12)C#N 7-(2-methyl-4-(piperidin-4-yl)benzo[d][1,3]dioxolan-2-yl)benzofuran-4-Nitrile hydrochloride